N-(4-(1-(cyclopropanecarbonyl)indolin-5-yl)-5-methylthiazol-2-yl)-2-(3-(5-(2-(2,6-dioxopiperidin-3-yl)-1,3-dioxoisoindolin-4-yloxy)pentyloxy)phenyl)acetamide C1(CC1)C(=O)N1CCC2=CC(=CC=C12)C=1N=C(SC1C)NC(CC1=CC(=CC=C1)OCCCCCOC1=C2C(N(C(C2=CC=C1)=O)C1C(NC(CC1)=O)=O)=O)=O